3-methallylsulfonylthiophene-1,1-dioxide C(C(C)=C)S(=O)(=O)C1=CS(C=C1)(=O)=O